C(C)C(C(=O)[O-])(C(O)(C(=O)[O-])CC(=O)[O-])CC.C(C)C(C(=O)[O-])(C(O)(C(=O)O)CC(=O)O)CC.C(CC)(=O)O.C(CC)(=O)O.[Zr+4] zirconium dipropionate bis(diethyl citrate)